(4-(4-fluorophenoxy)phenyl)-3-oxopropanamide FC1=CC=C(OC2=CC=C(C=C2)C(C(=O)N)C=O)C=C1